C(C)OC(C(=O)C1=C(C(=CN1C)C(=O)OCC)C)=O ethyl 5-(2-ethoxy-2-oxoacetyl)-1,4-dimethyl-1H-pyrrole-3-carboxylate